5-bromo-3-((2,4-dichlorophenyl-imino)meth-yl)-2-(isobutyryloxy)phenyl 3-methylbenzoate CC=1C=C(C(=O)OC2=C(C(=CC(=C2)Br)C=NC2=C(C=C(C=C2)Cl)Cl)OC(C(C)C)=O)C=CC1